3-(2,5-dimethylphenyl)-8-methoxy-2-oxo-1-azaspiro[4.5]dec-3-ene-4-ol CC1=C(C=C(C=C1)C)C=1C(NC2(C1O)CCC(CC2)OC)=O